(1r,3s,5s)-8-(5-(5-fluoro-2-methoxypyridin-4-yl)-1H-pyrazole-3-carbonyl)-N-((3s,6s)-6-(trifluoromethyl)tetrahydro-2H-pyran-3-yl)-8-azabicyclo[3.2.1]octane-3-carboxamide FC=1C(=CC(=NC1)OC)C1=CC(=NN1)C(=O)N1[C@H]2CC(C[C@@H]1CC2)C(=O)N[C@@H]2CO[C@@H](CC2)C(F)(F)F